CCCCC/C=C\\C[C@H](CC/C=C/C=C\\[C@H](CCCC(=O)[O-])O)O The molecule is an icosanoid anion that is the conjugate base of 10,11-dihydroleukotriene B4, obtained by deprotonation of the carboxy group; major species at pH 7.3. It is a conjugate base of a 10,11-dihydroleukotriene B4.